C(C1=CC=CC=C1)OC(=O)N[C@@H](C)C(=O)OCC1COC1 oxetan-3-ylmethyl ((benzyloxy)carbonyl)-L-alaninate